COC1=C(C=C(C(=C1)N(C)CCOC)[N+](=O)[O-])NC=O N-(2-methoxy-4-((2-methoxyethyl)(methyl)amino)-5-nitrophenyl)carboxamide